Azaindole C1=CC=C2C(=C1)NC=N2